2-(2-fluoro-6-methoxyphenyl)-6-((4-((S)-3-hydroxypiperidin-1-yl)-5-(1-(2,2,2-trifluoroethyl)-1H-pyrazol-4-yl)pyridin-2-yl)amino)nicotinamide FC1=C(C(=CC=C1)OC)C1=C(C(=O)N)C=CC(=N1)NC1=NC=C(C(=C1)N1C[C@H](CCC1)O)C=1C=NN(C1)CC(F)(F)F